Cl.Cl.N[C@H]([C@@H](C)C1=C(C2=NC(=CC(=C2S1)NCC=1OC=CC1)Cl)C)C 2-[(2R,3S)-3-aminobutan-2-yl]-5-chloro-N-[(furan-2-yl)methyl]-3-methylthieno[3,2-b]pyridin-7-amine dihydrochloride